ClC=1C(=NC(=NC1)NC=1C=C2CCN(CC2=CC1)C(C(F)(F)F)=O)NC1=C(C=CC=C1)P(=O)(C)C 1-(6-((5-Chloro-4-((2-(dimethylphosphoryl)phenyl)amino)pyrimidin-2-yl)amino)-3,4-dihydroisoquinoline-2(1H)-yl)-2,2,2-trifluoroethan-1-one